3-(6-((4-Fluorobenzyl)oxy)pyridin-3-yl)-2-(2-methylpyridin-4-yl)imidazo[1,2-a]pyrimidine FC1=CC=C(COC2=CC=C(C=N2)C2=C(N=C3N2C=CC=N3)C3=CC(=NC=C3)C)C=C1